C(CCCCC)N(C(=O)N)CCCCCCCCCCC N-hexyl-N-undecylurea